trans-4-methoxycyclohexanamine hydrochloride Cl.CO[C@@H]1CC[C@H](CC1)N